6-Ethyl-7-oxo-1H-pyrrolo[2,3-c]pyridine-3-sulfonyl chloride C(C)N1C(C2=C(C=C1)C(=CN2)S(=O)(=O)Cl)=O